methyl (E)-3-((3,3-dibutyl-5-(4-(dimethylamino)phenyl)-7-(methylthio)-1,1-dioxido-2,3,4,5-tetrahydro-1,5-benzothiazepin-8-yl)oxy)acrylate C(CCC)C1(CS(C2=C(N(C1)C1=CC=C(C=C1)N(C)C)C=C(C(=C2)O/C=C/C(=O)OC)SC)(=O)=O)CCCC